C(C)(=O)NC[C@@]12C[C@H](N([C@@H]2C1)C(CN1N=C(C2=CC(=CC=C12)C=1C=NC(=NC1)C)C(C)=O)=O)C(=O)NC1=NC(=CC=C1)Br |&1:5| (1R,3S,SR)-5-(acetamidomethyl)-2-(2-(3-acetyl-5-(2-methylpyrimidin-5-yl)-1H-indazol-1-yl)acetyl)-N-(6-bromopyridin-2-yl)-2-azabicyclo[3.1.0]hexane-3-carboxamide